(2S)-2-((4R,4aR,7R,7aR,12bS)-9-(Benzyloxy)-3-(cyclopropylmethyl)-7-methoxy-1,2,3,4,7,7a-hexahydro-4a,7-ethano-4,12-methanobenzofuro[3,2-e]isoquinolin-14-yl)-3,3-dimethyl-butan-2-ol C(C1=CC=CC=C1)OC1=CC=C2C3=C1O[C@@H]1[C@]34CCN([C@@H]([C@]43C=C[C@]1(C(C3)[C@@](C)(C(C)(C)C)O)OC)C2)CC2CC2